epoxyeugenol COC1=C(C2=C(O2)C(=C1)CC=C)O